5-(2-ethoxypyridin-3-yl)-1-isopropyl-N-(4-methoxybenzyl)-3-methyl-1H-pyrazolo[4,3-b]Pyridin-7-amine C(C)OC1=NC=CC=C1C1=CC(=C2C(=N1)C(=NN2C(C)C)C)NCC2=CC=C(C=C2)OC